CC1=C(C=C(C=C1)[N+](=O)[O-])C=1C(=NC(=NC1)N)C=1C=NC=CC1 (2-methyl-5-nitrophenyl)-4-(3-pyridyl)-2-pyrimidinamine